C1(CCC2=CC=CC=C12)OC=1C=CC2=C(C(=C(O2)C)C(=O)O)C1 5-((2,3-dihydro-1H-inden-1-yl)oxy)-2-methylbenzofuran-3-carboxylic acid